FC1=C(C(=O)O)C=CC(=C1)NC1=CC(=NC=C1)C(NC)=O 2-fluoro-4-((2-(methylcarbamoyl)pyridin-4-yl)amino)benzoic acid